C(O)([O-])=O.[NH4+].N1N=CC2=CC(=CC=C12)NCC=1C=C(C(=O)NC2=CC(=CC(=C2)C(F)(F)F)N2C=NC(=C2)C)C=CC1C 3-(((1H-indazol-5-yl)amino)methyl)-4-methyl-N-(3-(4-methyl-1H-imidazol-1-yl)-5-(trifluoromethyl)phenyl)benzamide ammonium hydrogen-carbonate